4-bromo-7-fluoro-2-iodo-1-(phenylsulfonyl)-1H-indole BrC1=C2C=C(N(C2=C(C=C1)F)S(=O)(=O)C1=CC=CC=C1)I